4-(Cyclopentylamino)-2-((1-((4-(1-methyl-1,2,3,6-tetrahydropyridin-4-yl)phenyl)sulfonyl)piperidine-4-yl)amino)pyrimidine-5-carbonitrile C1(CCCC1)NC1=NC(=NC=C1C#N)NC1CCN(CC1)S(=O)(=O)C1=CC=C(C=C1)C=1CCN(CC1)C